NC1=NC=C(C=C1C=1C=C(C(=C(C1)NS(=O)(=O)CCC)OC)OC)C=1OC(=NN1)N1CCNCC1 N-[5-[2-amino-5-(5-piperazin-1-yl-1,3,4-oxadiazol-2-yl)-3-pyridyl]-2,3-dimethoxy-phenyl]propane-1-sulfonamide